1-fluorododecane FCCCCCCCCCCCC